ClC1=C(C=CC(=C1)F)C1(CC1)C1=NOC(=N1)C1=CC(=NN1CC1(CC1)C(=O)O)C(F)F 1-((5-(3-(1-(2-chloro-4-fluorophenyl)cyclopropyl)-1,2,4-oxadiazol-5-yl)-3-(difluoromethyl)-1H-pyrazol-1-yl)methyl)cyclopropane-1-carboxylic acid